2,6-di-tert-butyl-4-(diphenylmethylene)cyclohexane-2,5-diene C(C)(C)(C)C=1CC(=CC(C1)=C(C1=CC=CC=C1)C1=CC=CC=C1)C(C)(C)C